1-(2-(3,4-dimethoxyphenyl)-3-isopropyl-1H-indol-5-yl)-N4-(2-morpholinoethyl)cyclohexane-1,4-diamine COC=1C=C(C=CC1OC)C=1NC2=CC=C(C=C2C1C(C)C)C1(CCC(CC1)NCCN1CCOCC1)N